BrC1=C(C(=O)N)C(=CN=C1)F 3-Bromo-5-fluoroisonicotinamide